C(#N)CC1(CCN(CC1)C(C1=C(C=CC=C1)OC(F)(F)F)=O)N1N=CC(=C1)C1=CC=CC=2N1N=C(N2)NC(=O)C2CC2 N-(5-(1-(4-(cyanomethyl)-1-(2-(trifluoromethoxy)benzoyl)piperidin-4-yl)-1H-pyrazol-4-yl)-[1,2,4]triazolo[1,5-a]pyridin-2-yl)cyclopropylcarboxamide